(S,S)-tert-Butyl (1S)-5-bromo-1-methyl-3,4-dihydro-1H-isoquinoline-2-carboxylate BrC1=C2CCN([C@H](C2=CC=C1)C)C(=O)OC(C)(C)C